C(C)(C)(C)OC(=O)N1C(CCCC1)CCC#C (but-3-yn-1-yl)piperidine-1-carboxylic acid tert-butyl ester